Cl.COC=1C=C2C(=NC=NC2=CC1OC)C=1CCNCCC1 6,7-dimethoxy-4-(2,3,6,7-tetrahydro-1H-azepin-4-yl)quinazoline hydrochloride